CC1=NC=C(C=N1)NC=1C=C(C=CC1[C@H](C(F)(F)F)OC)[C@@H](CC(=O)O)CC (R)-3-(3-((2-methylpyrimidin-5-yl)amino)-4-((R)-2,2,2-trifluoro-1-methoxyethyl)phenyl)pentanoic acid